(R)-1-(7-(8-Ethyl-7-fluoro-3-hydroxynaphthalen-1-yl)-8-fluoro-2-(((2R,7aS)-2-fluorotetrahydro-1H-pyrrolizin-7a(5H)-yl)methoxy)pyrido[4,3-d]pyrimidin-4-yl)-3-(methyl-d3)piperidin-3-ol C(C)C=1C(=CC=C2C=C(C=C(C12)C1=C(C=2N=C(N=C(C2C=N1)N1C[C@@](CCC1)(O)C([2H])([2H])[2H])OC[C@]12CCCN2C[C@@H](C1)F)F)O)F